methyl 1-[(diethylamino) methyl]-4-hydroxy-7-phenoxyisoquinoline-3-carboxylate C(C)N(CC)CC1=NC(=C(C2=CC=C(C=C12)OC1=CC=CC=C1)O)C(=O)OC